(22E)-2α,3α-dihydroxy-5α-ergost-22-en-6-one O[C@H]1[C@H](C[C@@H]2C(C[C@H]3[C@@H]4CC[C@H]([C@@H](/C=C/[C@@H](C(C)C)C)C)[C@]4(CC[C@@H]3[C@]2(C1)C)C)=O)O